2-[cyano-(2,6-difluoro-4-pyridyl)amino]-N-[[1-(cyclopropylmethyl)cyclopropyl]methyl]-5-methyl-thiazole-4-carboxamide C(#N)N(C=1SC(=C(N1)C(=O)NCC1(CC1)CC1CC1)C)C1=CC(=NC(=C1)F)F